FC=1C(=C(C=O)C=C(C1)C(=O)N1CC(C1)S(=O)(=O)C1=CC=C(C=C1)N1CCCC1)O 3-fluoro-2-hydroxy-5-(3-((4-(pyrrolidin-1-yl)phenyl)sulfonyl)azetidine-1-carbonyl)benzaldehyde